C1(=CC=CC=C1)C(\C=C\C=1C=C2N=CC=NC2=CC1)=O (E)-1-phenyl-3-(quinoxalin-6-yl)prop-2-en-1-one